FC1=C(C=CC(=C1F)OC)C1=CN=C(N1C)C(=O)NC1=CC(=C(C=C1)C(NCCNC(=O)[C@@H]1NC[C@](C1)(C)O)=O)C 5-(2,3-difluoro-4-methoxy-phenyl)-N-[4-[2-[[(2R,4R)-4-hydroxy-4-methyl-pyrrolidine-2-carbonyl]amino]ethylcarbamoyl]-3-methyl-phenyl]-1-methylimidazole-2-carboxamide